1-ethanesulfonyl-2-(4-t-butoxycarbonyl-3-trifluoromethyl-1H-pyrazol-1-yl)benzimidazole C(C)S(=O)(=O)N1C(=NC2=C1C=CC=C2)N2N=C(C(=C2)C(=O)OC(C)(C)C)C(F)(F)F